(R)-2,2-difluoro-2-(3-isopropyl phenyl)-1-phenylethyl ((S)-1-(((S)-1-hydroxy-3-((S)-2-oxopyrrolidin-3-yl)propan-2-yl)amino)-4-methyl-1-oxopentan-2-yl)carbamate OC[C@H](C[C@H]1C(NCC1)=O)NC([C@H](CC(C)C)NC(O[C@@H](C(C1=CC(=CC=C1)C(C)C)(F)F)C1=CC=CC=C1)=O)=O